3-amino-phthalic dihydrazide NC1=C(C(C(=O)NN)=CC=C1)C(=O)NN